C(CCCCCCCCCCC)CN([O-])C.C(CCCCCCCCCCC)[N+](C)(C)[O-] lauryl-dimethylamine oxide (lauryldimethylaminoxide)